FC1=CC=C2C=C(C=C(C2=C1C#C[Si](C(C)C)(C(C)C)C(C)C)C=O)OCOC 7-fluoro-3-(methoxymethoxy)-8-[(triisopropylsilyl)ethynyl]-1-naphthaldehyde